methyl-2H-indazole-7-carbonitrile hydrochloride Cl.CN1N=C2C(=CC=CC2=C1)C#N